S(=O)(=O)(OC1=C(OC)C=C(OC)C(OC)=C1)F Asaryl fluorosulfate